FC(C1=CC=C(C=C1)N1N=C(C=C1)N1CCN(CC1)C(=O)OC(C)(C)C)F tert-butyl 4-[1-[4-(difluoromethyl)phenyl]pyrazol-3-yl]piperazine-1-carboxylate